O=C1CC(CC1)S(=O)(=O)C=1C=C(C=CC1)NC(OC(C)(C)C)=O tert-butyl (3-((3-oxocyclopentyl)sulfonyl)phenyl)carbamate